C(C1=CC=CC=C1)OC1=NC(=CC=C1C1=C(C=C(C=C1F)N1CCC2(CCN(CC2)C(=O)OC(C)(C)C)CC1)F)OCC1=CC=CC=C1 tert-butyl 9-(4-(2,6-bis(benzyloxy)pyridin-3-yl)-3,5-difluorophenyl)-3,9-diazaspiro[5.5]undecane-3-carboxylate